5,5'-dichloro-2,2'-bipyridine ClC=1C=CC(=NC1)C1=NC=C(C=C1)Cl